C1(=CC=CC=C1)[B-](C1=CC=CC=C1)(C1=CC=CC=C1)C1=CC=CC=C1.C[N+](CCCC)(CCCC)CCCC methyl-(tri-n-butylammonium) tetraphenylborate